6-(difluoromethoxy)-2,5-dimethylpyridin-3-amine FC(OC1=C(C=C(C(=N1)C)N)C)F